ClC1=C(C(=CC=2CN3[C@@H](COC21)CNCC3)C#N)C3=C(C=CC=C3O)Cl (12aR)-10-chloro-9-(2-chloro-6-hydroxyphenyl)-1,2,3,4,12,12a-hexahydro-6H-pyrazino[2,1-C][1,4]benzooxazepine-8-carbonitrile